CC=1C=C(CC2=NC(=CC(=C2)C2=CC=CC=C2)C2=CC=CC=C2)C=CC1 (3-methylbenzyl)-4,6-diphenylpyridine